1-ethyl-3-methylimidazole tartrate C(=O)(O)C(O)C(O)C(=O)O.C(C)N1CN(C=C1)C